3,4-dichlorobenzeneethylamine ClC=1C=C(C=CC1Cl)CCN